magnesium hydride lead [Pb+2].[H-].[Mg+2].[H-].[H-].[H-]